(4-tertbutylphenyl)diphenylsulfonium C(C)(C)(C)C1=CC=C(C=C1)[S+](C1=CC=CC=C1)C1=CC=CC=C1